COC1=CC=C(C=N1)CN1C2CN(CC1C2)C2=CC=C(C=N2)C2N(C1=CC=CC=C1C=N2)C2=NNC(=C2)C 2-(6-(6-((6-methoxypyridin-3-yl)methyl)-3,6-Diazabicyclo[3.1.1]heptan-3-yl)pyridin-3-yl)-N-(5-methyl-1H-pyrazol-3-yl)quinazoline